(S)-1-(1-(3-bromo-5-fluorophenyl)-2-hydroxyethyl)-4-(3-(1,3-dimethyl-1H-pyrazol-4-yl)-1H-indazol-5-yl)pyridin-2(1H)-one BrC=1C=C(C=C(C1)F)[C@@H](CO)N1C(C=C(C=C1)C=1C=C2C(=NNC2=CC1)C=1C(=NN(C1)C)C)=O